OCCNC(OC1CCC(CC1)C(N(CC12CCC(CC1)(CC2)C2=CC(=C(C=C2)OC)C)C2=CC(=CC=C2)C2=CN=C(S2)C2CC2)=O)=O 4-((3-(2-Cyclopropylthiazol-5-yl) phenyl)((4-(4-methoxy-3-methylphenyl) bicyclo[2.2.2]octan-1-yl)methyl) carbamoyl)cyclohexyl (2-hydroxyethyl)trans-carbamate